CN1N=C(C=C1C)NC1=NC=C(C(=N1)C1=CNC2=C(C=CC=C12)N1C(C2=C(C=CC(=C2C1)C1=CC=NC=C1)NC)=O)C 2-(3-(2-((1,5-dimethyl-1H-pyrazol-3-yl)amino)-5-methylpyrimidin-4-yl)-1H-indol-7-yl)-7-(methylamino)-4-(pyridin-4-yl)isoindolin-1-one